(E)-3-(1,3-benzodioxol-5-yl)-N-(2-methyl-sulfanylethyl)-N-(2-pyridyl)prop-2-enamide O1COC2=C1C=CC(=C2)/C=C/C(=O)N(C2=NC=CC=C2)CC(C)S